6-((5-(4-(Trifluoromethyl)phenyl)oxazol-2-yl)amino)pyridazine-3-carbonitrile FC(C1=CC=C(C=C1)C1=CN=C(O1)NC1=CC=C(N=N1)C#N)(F)F